[Cl-].[Cl-].FC1=C(C(=CC=C1N1C=CC=C1)F)[Ti+2]C1=C(C(=CC=C1F)N1C=CC=C1)F bis[2,6-difluoro-3-(1H-pyrrol-1-yl)phenyl]titanium dichloride